1-(4-bromo-3-fluorophenyl)cyclopropan-1-amine BrC1=C(C=C(C=C1)C1(CC1)N)F